C1(CC1)C1=NC(=C(C#N)C=C1)NC1=CC(=CC(=C1)F)F 6-cyclopropyl-2-((3,5-difluorophenyl)amino)nicotinonitrile